2-chloro-N-cyclopropyl-5-[3-[2-methyl-5-(1,1,2,2,2-pentafluoroethyl)-4-(trifluoromethyl)pyrazol-3-yl]pyrazol-1-yl]benzamide ClC1=C(C(=O)NC2CC2)C=C(C=C1)N1N=C(C=C1)C=1N(N=C(C1C(F)(F)F)C(C(F)(F)F)(F)F)C